(S*)-(3-fluoro-2-(trifluoromethyl)pyridin-4-yl)(1-(5-fluoropyrimidin-2-yl)-6-methyl-6,7-dihydro-1H-[1,2,3]triazolo[4,5-c]pyridin-5(4H)-yl)methanone FC=1C(=NC=CC1C(=O)N1CC2=C(C[C@@H]1C)N(N=N2)C2=NC=C(C=N2)F)C(F)(F)F |o1:14|